C(C1=CC=CC=C1)[C@@H]1CCC[C@H]2[C@@H](C[C@H](NC([C@@H](NC1=O)CC(C)C)=O)CO)C(NC2)=O (3aR,5S,8S,11S,14aS)-11-benzyl-5-(hydroxymethyl)-8-isobutyldodecahydropyrrolo[3,4-g][1,4]diazacyclotridecine-3,7,10(2H)-trione